N-((3R,4R)-3-fluoro-1-(oxetan-3-yl)piperidin-4-yl)-5-(1-((R)-2-fluoropropyl)-1H-benzo[d][1,2,3]triazol-6-yl)-4-methoxypyrrolo[2,1-f][1,2,4]triazin-2-amine F[C@@H]1CN(CC[C@H]1NC1=NN2C(C(=N1)OC)=C(C=C2)C=2C=CC1=C(N(N=N1)C[C@@H](C)F)C2)C2COC2